2-(2,5-dimethylpyrrol-1-yl)-3-methyl-7-(2-methyl-3-oxo-pyrazolidin-1-yl)benzimidazole-4-carbonitrile CC=1N(C(=CC1)C)C=1N(C2=C(N1)C(=CC=C2C#N)N2N(C(CC2)=O)C)C